C1(CC1)CN1[C@H]2CN(C[C@@H]1CC2)C=2C=CC(=C(C(=O)N[C@H](C)C=1C=C(C=C(C1)OC)C=1C=C(N(C1)C)C(=O)O)C2)C 4-[3-[(1R)-1-[[5-[(1R,5S)-8-(Cyclopropylmethyl)-3,8-diazabicyclo[3.2.1]octan-3-yl]-2-methyl-benzoyl]amino]ethyl]-5-methoxy-phenyl]-1-methyl-pyrrole-2-carboxylic acid